OC1=CC=C(C=C1)C(C=CC1=CC(=C(OCC2=CC=C(C(=O)OC)C=C2)C=C1)OC)=O Methyl 4-(4-[3-(4-hydroxyphenyl)-3-oxoprop-1-en-1-yl]-2-methoxyphenoxymethyl)benzoate